2-O-(m-tolylaminocarbonyl)-lactic acid C1(=CC(=CC=C1)NC(=O)OC(C(=O)O)C)C